N1(CCCC2=NC=CC=C12)C1=NNC2=NC(=CN=C21)C2CCC1([C@H](C3=CC=CC=C3C1)NC(OC(C)(C)C)=O)CC2 Tert-butyl ((1s,1'R,4S)-4-(3-(3,4-dihydro-1,5-naphthyridin-1(2H)-yl)-1H-pyrazolo[3,4-b]pyrazin-6-yl)-1',3'-dihydrospiro[cyclohexane-1,2'-inden]-1'-yl)carbamate